4-[(1S,3S)-3-(4-cyclopentyl-1,3-oxazol-2-yl)-2,2-dimethylcyclopropyl]benzenesulfonamide C1(CCCC1)C=1N=C(OC1)[C@@H]1C([C@H]1C1=CC=C(C=C1)S(=O)(=O)N)(C)C